butane-2-carbamic acid tert-butyl ester C(C)(C)(C)OC(NC(C)CC)=O